3-(1,3-dioxolan-2-yl)-4-(4,4,5,5-tetramethyl-1,3,2-dioxaborolan-2-yl)benzenesulfonamide O1C(OCC1)C=1C=C(C=CC1B1OC(C(O1)(C)C)(C)C)S(=O)(=O)N